[Cl-].COC[P+](C1=CC=CC=C1)(C1=CC=CC=C1)C1=CC=CC=C1 Methoxymethyl-(triphenyl)phosphonium chloride